ClC1=C(C=C(C=C1)F)[C@@H]([C@H](C)C=1N(C(C(=C(N1)C(=O)NC=1C=NOC1)O)=O)C)C=1C=NN(C1)CC(C)(C)OC 2-((1S,2S)-1-(2-chloro-5-fluorophenyl)-1-(1-(2-methoxy-2-methylpropyl)-1H-pyrazol-4-yl)propan-2-yl)-5-hydroxy-N-(isoxazol-4-yl)-1-methyl-6-oxo-1,6-dihydropyrimidine-4-carboxamide